2-(1-hydroxyethyl)-4-[[5-(4-hydroxy-1-piperidinyl)-2-pyridinyl]amino]-6H-1,6-naphthyridin-5-one OC(C)C1=NC=2C=CNC(C2C(=C1)NC1=NC=C(C=C1)N1CCC(CC1)O)=O